C[C@@H]1CC[C@](CCC1)(C(=O)OC)NC(C1=NC=CC=C1)=O cis-methyl 4-methyl-1-(picolinamido)cycloheptanecarboxylate